N-(2-(chloromethyl)-4-nitrophenyl)-4-methylbenzenesulfonamide ClCC1=C(C=CC(=C1)[N+](=O)[O-])NS(=O)(=O)C1=CC=C(C=C1)C